dibutyltin bis(ethylhexanoate) C(C)C(C(=O)[O-])CCCC.C(C)C(C(=O)[O-])CCCC.C(CCC)[Sn+2]CCCC